CN(C1=CC=C(C=CC=C2C(C3=CC=CC=C3C2O)=O)C=C1)C 2-(4'-dimethylaminocinnamylidene)-3-hydroxy-1-indanone